NC1=C(C=CC=C1)CS(=O)(=O)CC1=C(C=CC=C1)N 2-aminophenylmethyl sulfone